(1S,2S)-2-((6-(4-((((R)-1-(2-Fluorophenyl)ethoxy)carbonyl)amino)-3-methylisoxazol-5-yl)-2-methylpyridin-3-yl)carbamoyl)cyclohexan FC1=C(C=CC=C1)[C@H](C)OC(=O)NC=1C(=NOC1C1=CC=C(C(=N1)C)NC(=O)C1CCCCC1)C